OC1=C(C=CC=2SC=CC21)C2=C(C=C(N=N2)N[C@H]2CN(CCC2)C2CN(C2)C(=O)OC(C)(C)C)C tert-butyl (R)-3-(3-((6-(4-hydroxybenzo[b]thiophen-5-yl)-5-methylpyridazin-3-yl)amino)piperidin-1-yl)azetidine-1-carboxylate